(E)-5-Ethyl-2-(4-(2-(pyridin-4-yl)vinyl)[2,4'-bipyrimidin]-2'-yl)isoindoline C(C)C=1C=C2CN(CC2=CC1)C1=NC=CC(=N1)C1=NC=CC(=N1)\C=C\C1=CC=NC=C1